tert-butyl (S)-2-(bis(tert-butoxycarbonyl)amino)-5-bromopentanoate C(C)(C)(C)OC(=O)N([C@H](C(=O)OC(C)(C)C)CCCBr)C(=O)OC(C)(C)C